NC1=NC(=NC=C1)C(=O)[O-].[K+] potassium aminopyrimidinate